3-methylbutyl 7,8-dimethyl-4,5-dioxo-5,6-dihydro-4H-pyrano[3,2-c]quinoline-2-carboxylate CC1=C(C=CC=2C3=C(C(NC12)=O)C(C=C(O3)C(=O)OCCC(C)C)=O)C